CN1N=CC=2C1=NC(=CC2N2C[C@H]([C@@H](CC2)C2=C(C=C(C=N2)N2C[C@H]([C@@H](C2)OC)N)C)C)C (3R,4R)-1-[6-[(3S,4R)-1-(1,6-dimethylpyrazolo[3,4-b]pyridin-4-yl)-3-methyl-4-piperidinyl]-5-methyl-3-pyridinyl]-4-methoxy-pyrrolidin-3-amine